tert-butyl 6'-bromo-2'-oxospiro[cyclobutane-1,3'-indoline]-1'-carboxylate BrC1=CC=C2C3(C(N(C2=C1)C(=O)OC(C)(C)C)=O)CCC3